tert-butyl 4-(3-methoxyazetidin-1-yl)-2,2-dimethylpiperidine-1-carboxylate COC1CN(C1)C1CC(N(CC1)C(=O)OC(C)(C)C)(C)C